(R)-N-(1-(6,7-difluoro-1-oxo-1,2-dihydroisoquinolin-4-yl)ethyl)-N-methyl-1H-indole-3-carboxamide FC=1C=C2C(=CNC(C2=CC1F)=O)[C@@H](C)N(C(=O)C1=CNC2=CC=CC=C12)C